3-bromo-6-chloro-4-methoxy-pyridazine BrC=1N=NC(=CC1OC)Cl